N1C=NC2=C1C=CC(=C2)N2C(NCC2C2=C(C=CC=C2Cl)Cl)=O 1-(1H-benzo[d]imidazol-5-yl)-5-(2,6-dichlorophenyl)imidazolidin-2-one